7-(1-methyl-1H-pyrazol-4-yl)imidazo[1,2-a]pyridine CN1N=CC(=C1)C1=CC=2N(C=C1)C=CN2